[Si](C)(C)(C(C)(C)C)O[C@@H]1C[C@H](N(C1)C(=O)OC(C)(C)C)C=1N(C=CN1)CC1=NC(=NO1)C1=CC=CC=C1 tert-butyl (2S,4R)-4-[tert-butyl(dimethyl)silyl]oxy-2-[1-[(3-phenyl-1,2,4-oxadiazol-5-yl)methyl]imidazol-2-yl]pyrrolidine-1-carboxylate